C(CCC(=O)O)(=O)N[C@@H](C)C(=O)O N-succinylalanine